CC1N(CCNC1C)C=1C=CC(=C2N=C(SC21)OC)C(=O)NC2=CC1=CN(N=C1C(=C2)F)C 7-(2,3-dimethylpiperazin-1-yl)-N-(7-fluoro-2-methyl-indazol-5-yl)-2-methoxy-1,3-benzothiazole-4-carboxamide